C(C)N(C=1C=C2CC(N(C(C2=C2C1C=CC=C2)=O)CCC2=CC(=C(C=C2)O)O)=O)CC 6-(diethylamino)-2-(3,4-dihydroxyphenylethyl)-1H-benzisoquinoline-1,3(2H)-dione